2-chloro-4-(morpholin-4-yl)-6-(piperazin-1-ylmethyl)furo[3,2-d]pyrimidine ClC=1N=C(C2=C(N1)C=C(O2)CN2CCNCC2)N2CCOCC2